FC(C1=NC(=NC(=N1)C(F)(F)F)N1C(C=2NC3=CC=C(C=C3C2CC1)Cl)CC(C(=O)N)C)(F)F 3-(2-(4,6-bis(trifluoromethyl)-1,3,5-triazin-2-yl)-6-chloro-2,3,4,9-tetrahydro-1H-pyrido[3,4-b]indol-1-yl)-2-methylpropanamide